Cl.CNCCN(S(N)(=O)=O)C methyl-(2-(methyl-(sulfamoyl)amino)ethyl)amine hydrochloride